CC(C)(C1CCNCC1)N1CCN(CC1)C1=C(C=C(NC2C(NC(CC2)=O)=O)C=C1)C(F)(F)F 3-[4-[4-[1-methyl-1-(4-piperidyl)ethyl]piperazin-1-yl]-3-(trifluoromethyl)anilino]piperidine-2,6-dione